C1(=CC=CC=C1)\N=N\C1=CC=C(C=C1)C (E)-1-phenyl-2-(p-tolyl)diazene